4-(2-((3aR,4R,6aR)-4-methyloctahydropyrrolo[3,4-b]pyrrole-1-carbonyl)oxazol-5-yl)pyridinecarbonitrile C[C@H]1NC[C@@H]2N(CC[C@@H]21)C(=O)C=2OC(=CN2)C2=CC(=NC=C2)C#N